C1(CC2C(CC1)O2)CC[Si](O[Si](O[Si](CCC2CC1C(CC2)O1)(C)C)(O[Si](CCC1CC2C(CC1)O2)(C)C)O[Si](CCC2CC1C(CC2)O1)(C)C)(C)C tetrakis([2-(3,4-epoxycyclohexyl)ethyl]dimethylsiloxy)Silane